C12CC(CC2C1)OC1=C(C=C(C=C1)NC(=O)C=1N=C(OC1CC(F)(F)F)N1CC2(COC2)CC1)F N-(4-{cis-bicyclo[3.1.0]hexan-3-yloxy}-3-fluorophenyl)-2-{2-oxa-6-azaspiro[3.4]octan-6-yl}-5-(2,2,2-trifluoroethyl)oxazole-4-carboxamide